N-(1-(1H-imidazol-4-yl)ethyl)-5-(4-(trifluoromethyl)phenoxy)-2-naphthamide N1C=NC(=C1)C(C)NC(=O)C1=CC2=CC=CC(=C2C=C1)OC1=CC=C(C=C1)C(F)(F)F